2-methyl-6-[1-(2,2,3,3,3-pentafluoropropyl)-1H-pyrazol-4-yl]1-(1H-pyrazol-4-yl)-7-(trifluoromethyl)-1H,5H-imidazo[1,2-a]pyrimidin-5-one CC=1N(C=2N(C(C(=C(N2)C(F)(F)F)C=2C=NN(C2)CC(C(F)(F)F)(F)F)=O)C1)C=1C=NNC1